sodium hydrogen carbonate C(O)([O-])=O.[Na+]